4-(1-((4-(trifluoromethoxy)phenyl)sulfonyl)cyclopropyl)pyridine FC(OC1=CC=C(C=C1)S(=O)(=O)C1(CC1)C1=CC=NC=C1)(F)F